ClCCC1=NC2=CC=C(C=C2N=C1C=1C=NN(C1)C)NC1=CC(=CC(=C1)OC)OC (2-chloroethyl)-N-(3,5-dimethoxyphenyl)-3-(1-methyl-1H-pyrazol-4-yl)-6-quinoxalinamine